(Z)-1-(4-amino-2-fluorobut-2-en-1-yl)-N,N,2-trimethyl-4-(4-(methylsulfonyl)phenyl)-1H-benzo[d]imidazol-6-carboxamide NC\C=C(\CN1C(=NC2=C1C=C(C=C2C2=CC=C(C=C2)S(=O)(=O)C)C(=O)N(C)C)C)/F